2-(3-(ethylsulfinyl)phenyl)-N4-isopropyl-6-phenyl-1,3,5-triazine-2,4-diamine C(C)S(=O)C=1C=C(C=CC1)C1(NC(=NC(=N1)NC(C)C)C1=CC=CC=C1)N